C1C(CC12CCCC2)N2CCC=1C=C(C=NC1C2)C(=O)OCC ethyl 7-(spiro[3.4]octan-2-yl)-5,6,7,8-tetrahydro-1,7-naphthyridine-3-carboxylate